(2R)-N-((S)-(3-chloro-4-fluorophenyl)(1-(S)-(1,1,1-trifluoropropan-2-yl)piperidin-4-yl)methyl)-3-oxopiperazine-1-carboxamide ClC=1C=C(C=CC1F)[C@@H](NC(=O)N1CC(NCC1)=O)C1CCN(CC1)[C@@H](C(F)(F)F)C